CC=1OC(=C(C1C(=O)NC1=NC(=NS1)CC(C)=O)[2H])C1=CC(=CC=C1)C#N 2-methyl-5-(3-cyanophenyl)-N-(3-(2-oxopropyl)-1,2,4-thiadiazol-5-yl)furan-4-d-3-carboxamide